Cl.C1(CCC1)CN1CCC2(CC(C2)N(C(=O)C2=CSC=C2)C2=CC=CC=C2)CC1 N-(7-(cyclobutylmethyl)-7-azaspiro[3.5]nonan-2-yl)-N-phenylthiophene-3-carboxamide hydrochloride